1-methyl-3-butyl-sulfonate CCCC(C)S(=O)(=O)[O-]